C(#CCCCC)C1=CC2=CC=CC=C2C=C1 2-(hex-1-ynyl)naphthalene